2-(3-chloro-4-fluoro-2-methoxyphenyl)propanoate ClC=1C(=C(C=CC1F)C(C(=O)[O-])C)OC